2-(((2R,3S,4R,5R)-5-(6-amino-2-chloro-9H-purin-9-yl)-3-ethynyl-3,4-dihydroxytetrahydrofuran-2-yl)methoxy)-2-(4-(2-oxotetrahydropyrimidin-1(2H)-yl)benzyl)malonic acid NC1=C2N=CN(C2=NC(=N1)Cl)[C@H]1[C@@H]([C@@]([C@H](O1)COC(C(=O)O)(C(=O)O)CC1=CC=C(C=C1)N1C(NCCC1)=O)(O)C#C)O